C1(CCCC1)NC(C1=C(C=CC(=C1)CNC1=NC=NC2=C1SC=1N=NC(=C(C12)C)C)F)=O N-cyclopentyl-5-[[(3,4-dimethylpyrimido[4',5':4,5]thieno[2,3-c]pyridazin-8-yl)amino]methyl]-2-fluoro-benzamide